CS(=O)(=O)OCC1=C(C(=CC=C1)NC(=O)C1=CC2=C(N1C)C=CS2)COC2=CC=C(OC1CCN(CC1)C(=O)OC(C)(C)C)C=C2 tert-Butyl 4-[4-[[2-(methylsulfonyloxymethyl)-6-[(4-methylthieno[3,2-b]pyrrole-5-carbonyl)amino]phenyl]methoxy]phenoxy]piperidine-1-carboxylate